[Ru](Cl)Cl.C(CCCC)=N penta-animine ruthenium dichloride